p-xylylene-bismaleimide C1(=CC=C(C=C1)CC=1C(=O)NC(C1)=O)CC=1C(=O)NC(C1)=O